CNCCN1N=NC(=C1)CS(=O)(=O)C1=CC=C(C=C1)OC 1-[2-(N-methylamino)-ethyl]-4-[(4-methoxyphenyl)sulfonylmethyl]-1H-1,2,3-triazole